CN(C/C=C/C(=O)NC1=C(C=C(C(=C1)NC1=NC=CC(=N1)C=1N=CN2C1C=CC=C2C)OC)N(C)CCN(C)C)C (E)-4-(dimethylamino)-N-(2-((2-(dimethylamino)ethyl)(methyl)amino)-4-methoxy-5-((4-(5-methylimidazo[1,5-a]pyridin-1-yl)pyrimidin-2-yl)amino)phenyl)but-2-enamide